C1(CCCC1)C1=C(C=C(C=C1)NC(C1=C(C=CC(=C1)[N+](=O)[O-])SC1=NN=NN1C)=O)OC N-(4-cyclopentyl-3-methoxyphenyl)-2-[(1-methyl-1H-1,2,3,4-tetrazol-5-yl)sulfanyl]-5-nitrobenzamide